(racemic)-trans-3-amino-4-(3-boronopropyl)-1-(N-(2-(dimethylamino)ethyl)-N-methylsulfamoyl)pyrrolidine-3-carboxylic acid, 2,2,2-trifluoroacetic acid salt FC(C(=O)O)(F)F.N[C@@]1(CN(C[C@H]1CCCB(O)O)S(N(C)CCN(C)C)(=O)=O)C(=O)O |r|